(S,Z)-2-fluoro-3-((3-(4-fluorobutyl)-2-methyl-7-(methylthio)-1,1-dioxido-5-phenyl-2,3,4,5-tetrahydrobenzo[f][1,2,5]thiadiazepin-8-yl)oxy)acrylic acid F\C(\C(=O)O)=C/OC1=CC2=C(N(C[C@@H](N(S2(=O)=O)C)CCCCF)C2=CC=CC=C2)C=C1SC